8-(2-aminopyridin-3-yl)-9H-purin NC1=NC=CC=C1C=1NC2=NC=NC=C2N1